ClC1=C(C=C(C(=C1)[N+](=O)[O-])F)C(=C)OCC 1-chloro-2-(1-ethoxyvinyl)-4-fluoro-5-nitrobenzene